SC1=NN=NN1C1CC1 5-Mercapto-1-cyclopropyltetrazole